O=C1NC(CCC1N1C(C2=CC=CC(=C2C1=O)NC[C@@H](CNC(OC(C)(C)C)=O)C)=O)=O |o1:19| tert-butyl ((2S*)-3-((2-(2,6-dioxopiperidin-3-yl)-1,3-dioxoisoindolin-4-yl)amino)-2-methylpropyl)carbamate